13H-bis-benzo[b,i]Phenothiazine C1=CC=CC=2C=C3SC=4C=C5C(=CC4NC3=CC21)C=CC=C5